ClC=1C2=C(N=C(N1)F)NN=N2 7-chloro-5-fluoro-3H-[1,2,3]triazolo[4,5-d]pyrimidine